2-methyl-4-oxoquinazoline CC1=NC2=CC=CC=C2C(N1)=O